FC1=C(C(=CC(=C1)OC)F)[C@H]1[C@@H](C(NC1)=O)NC=1SC(=NN1)C=1C=NC(=CC1)C(F)(F)F (3S,4R)-4-(2,6-difluoro-4-methoxyphenyl)-3-({5-[6-(trifluoromethyl)pyridin-3-yl]-1,3,4-thiadiazol-2-yl}amino)pyrrolidin-2-one